(S)-5-((4-chlorobenzyl)oxy)-2-(6-fluoro-benzo[d]oxazol-2-yl)-6-methoxy-1,2,3,4-tetrahydroisoquinoline-3-carboxylic acid ClC1=CC=C(COC2=C3C[C@H](N(CC3=CC=C2OC)C=2OC3=C(N2)C=CC(=C3)F)C(=O)O)C=C1